FC=1C=C(C=CC1F)C1(CCN(CC1)C1=NC(=NC(=C1)N(C1(CC1)C1=NC=CC=C1)C)C)O 4-(3,4-difluorophenyl)-1-(2-methyl-6-(methyl(1-(pyridin-2-yl)cyclopropyl)amino)pyrimidin-4-yl)piperidin-4-ol